2-(1-methyl-3-(o-tolyl)ureido)-5-oxo-5H-thieno[3,2-b]Pyran-6-carboxylic acid methyl ester COC(=O)C1=CC2=C(OC1=O)C=C(S2)N(C(=O)NC2=C(C=CC=C2)C)C